(1R,5S)-3-iodo-8-azabicyclo[3.2.1]octane-8-carboxylic acid tert-butyl ester C(C)(C)(C)OC(=O)N1[C@H]2CC(C[C@@H]1CC2)I